alpha-isopentyl-cinnamic acid C(CC(C)C)C(C(=O)O)=CC1=CC=CC=C1